6-(4-(4-cyano-3-methylphenyl)-5-hydroxy-3-methyl-1H-pyrazol-1-yl)nicotinic acid C(#N)C1=C(C=C(C=C1)C=1C(=NN(C1O)C1=NC=C(C(=O)O)C=C1)C)C